N-tert-Butyl-6-chloro-3-[[(1R)-1-(2-ethylsulfinyl-3,6-dimethyl-4-oxo-chromen-8-yl)ethyl]amino]-pyridine-2-sulfonamide C(C)(C)(C)NS(=O)(=O)C1=NC(=CC=C1N[C@H](C)C=1C=C(C=C2C(C(=C(OC12)S(=O)CC)C)=O)C)Cl